4-[(2R,5S)-2-ethyl-4-[2-[[(E)-3-[2-fluoro-4-(trifluoromethyl)phenyl]prop-2-enoyl]amino]acetyl]-5-phenylpiperazin-1-yl]butanoic acid C(C)[C@H]1N(C[C@@H](N(C1)C(CNC(\C=C\C1=C(C=C(C=C1)C(F)(F)F)F)=O)=O)C1=CC=CC=C1)CCCC(=O)O